(S*)-(3-fluoro-10,11-dihydrobenzo-[6,7]oxepino[3,2-b]pyridin-10-yl)methanamine FC=1C=C2C(=NC1)C[C@@H](C1=C(O2)C=CC=C1)CN |o1:8|